NC1=CC=CC=2SC=CC21 4-amino-benzo[b]thiophene